FC(C(C)(O)C)(C1=NC=CC(=C1)C1=C2C(=NC=C1)C=C(O2)C2=CC=C(C=C2)S(=O)(=O)C)F 1,1-difluoro-2-methyl-1-(4-(2-(4-(methylsulfonyl)phenyl)furo[3,2-b]pyridin-7-yl)pyridin-2-yl)propan-2-ol